C(C)(C)(C)C=1C(=NC=NC1)O 5-tert-butyl-4-hydroxypyrimidine